2-(4-methoxyphenyl)-3,4-dihydroisoquinolin-1(2H)-one COC1=CC=C(C=C1)N1C(C2=CC=CC=C2CC1)=O